ClC=1C=C2C(=CNC(C2=CN1)=O)I 6-chloro-4-iodo-1,2-dihydro-2,7-naphthyridin-1-one